FC1=CC(=CC=2NC(OC21)=O)NC2=NC(=NC=C2C)NC2=CC(=C(C(=C2)C)F)OC 7-fluoro-5-(2-(4-fluoro-3-methoxy-5-methylphenylamino)-5-methylpyrimidin-4-ylamino)benzo[d]oxazol-2(3H)-one